CN([C@H]1CN(CC1)C(=O)C1=NN(C(=C1)C1=CC=C(C#N)C=C1)C1=CC=C(C=C1)C)C (R)-4-(3-(3-(dimethylamino)pyrrolidine-1-carbonyl)-1-(p-tolyl)-1H-pyrazol-5-yl)benzonitrile